(R)- or (S)-N-((4-(4-cyclobutylphenyl)-4,5,6,7-tetrahydropyrazolo[1,5-a]pyrimidin-6-yl)methyl)acrylamide C1(CCC1)C1=CC=C(C=C1)N1C=2N(C[C@@H](C1)CNC(C=C)=O)N=CC2 |o1:14|